ClC1=C(C=CC(=N1)CC(=O)N)C(=C)OCC (6-chloro-5-(1-ethoxyvinyl)pyridin-2-yl)acetamide